ClC1=C(C(=C(C(=C1S)Cl)Cl)Cl)Cl.[Zn] zinc pentachlorothiophenol salt